Cl.Cl.N1CCC(CC1)OC[C@H](N)C(=O)OCC1=CC(=NC(=C1)Cl)Cl (2,6-Dichloropyridin-4-yl)methyl O-(piperidin-4-yl)-L-serinate dihydrochloride